3-chloro-1,1':3',1''-terphenyl ClC=1C=C(C=CC1)C1=CC(=CC=C1)C1=CC=CC=C1